(S)-1-(2-(((4-chloro-2-nitrophenyl)amino)methyl)morpholino)ethan-1-one ClC1=CC(=C(C=C1)NC[C@@H]1OCCN(C1)C(C)=O)[N+](=O)[O-]